4-Cyano-4-(pyridin-3-ylmethyl)piperidine-1-carboxylic acid tert-butyl ester C(C)(C)(C)OC(=O)N1CCC(CC1)(CC=1C=NC=CC1)C#N